NC1=NC=C(C=2C1=NC(=C(N2)N[C@H]2C[C@H](CC2)O)CC)C=2C=NN(C2)C2CCN(CC2)CCO (1S,3R)-3-((5-amino-3-ethyl-8-(1-(1-(2-hydroxyethyl)piperidin-4-yl)-1H-pyrazole-4-yl)pyrido[3,4-b]pyrazin-2-yl)amino)cyclopentan-1-ol